C(#N)C1=CC(=C(COC=2C=C(C=CC2)C2CCN(CC2)CC2=NC3=C(N2C)C=C(C=C3OC(F)F)C(=O)O)C=C1)F 2-((4-(3-((4-Cyano-2-fluorobenzyl)oxy)phenyl)piperidin-1-yl)methyl)-4-(difluoromethoxy)-1-methyl-1H-benzo[d]imidazole-6-carboxylic acid